COCCN1C(C(CC1)S)=O N-(2-methoxy)ethyl-2-mercapto-4-butanolactam